(4-(5-chlorooxazolo[4,5-b]pyridin-2-yl)piperazin-1-yl)methanone ClC1=CC=C2C(=N1)N=C(O2)N2CCN(CC2)C=O